C(C1=CC=CC=C1)OC(=O)N[C@@H](CCCCNC(CN)=O)C(=O)OC methyl N2-((benzyloxy)carbonyl)-N6-glycyl-L-lysinate